5-(2-chlorophenyl)-N-(3-methylsulfonylphenyl)isoxazole-4-carboxamide ClC1=C(C=CC=C1)C1=C(C=NO1)C(=O)NC1=CC(=CC=C1)S(=O)(=O)C